C(C)(C)NC(O[C@H]1C[C@H](CC1)C=1NN=C(C1)NC(CCC1=C(C(=CC(=C1)OC)O)C=O)=O)=O (1R,3S)-3-{5-[3-(2-formyl-3-hydroxy-5-methoxyphenyl)propanamido]-2H-pyrazol-3-yl}cyclopentyl N-isopropylcarbamate